C(C1=CC=CC=C1)OC=1C=C(C(=O)OC(C)(C)C)C=C(C1OC)OC tert-butyl 3-(benzyloxy)-4,5-dimethoxybenzoate